C1(CC1)COC1=CC=C(C=C1)C1=CC(=CN=N1)C(=O)NCC=1C(=NC=CC1)N1CC2(COC2)C1 6-[4-(cyclopropylmethoxy)phenyl]-N-[[2-(2-oxa-6-azaspiro[3.3]heptan-6-yl)-3-pyridyl]methyl]pyridazine-4-carboxamide